bis-succinimide succinate C(CCC(=O)O)(=O)O.C1(CCC(N1)=O)=O.C1(CCC(N1)=O)=O